P(O)(O)O orthophosphorous acid